ethyl 3,3-dideutero-3-hydroxypropionate [2H]C(CC(=O)OCC)(O)[2H]